3-((2'-cyano-4-hydroxy-[1,1'-biphenyl]-3-yl)(4-(2,3-dichlorophenyl)piperazin-1-yl)methyl)-N-cyclopentyl-benzamide C(#N)C1=C(C=CC=C1)C1=CC(=C(C=C1)O)C(C=1C=C(C(=O)NC2CCCC2)C=CC1)N1CCN(CC1)C1=C(C(=CC=C1)Cl)Cl